N[C@@H]1CN(CC1)CC1=CC=2C(=CN=C(C2C2=CC(=C(C#N)C=C2)F)C2=CC=C(C=C2)CC(C)(C)O)N1C (S)-4-(2-((3-aminopyrrolidin-1-yl)methyl)-5-(4-(2-hydroxy-2-methylpropyl)phenyl)-1-methyl-1H-pyrrolo[2,3-c]pyridin-4-yl)-2-fluorobenzonitrile